SCCNC(=O)NC(CC)=O N-[(2-mercaptoethyl)carbamoyl]propionamide